ClC=1C=CC(=C(C=O)C1)N1CC(CCC1)C(C)(C)O 5-chloro-2-(3-(2-hydroxypropan-2-yl)piperidin-1-yl)benzaldehyde